(R)-5-Methyl-1-(1-(4-(1-methylpyrrolidin-3-yl)benzyl)-1H-indol-5-yl)-1H-pyrazol-3-carboxamid CC1=CC(=NN1C=1C=C2C=CN(C2=CC1)CC1=CC=C(C=C1)[C@@H]1CN(CC1)C)C(=O)N